FC1(CCN(CC1)CC1=CC=C(CNC=2C=C(C=CC2)NC2C(NC(CC2)=O)=O)C=C1)F 3-((3-((4-((4,4-difluoropiperidin-1-yl)methyl)benzyl)amino)phenyl)amino)piperidine-2,6-dione